7-nitroquinoxalin-2(1H)-one [N+](=O)([O-])C1=CC=C2N=CC(NC2=C1)=O